C(C)OC1=C(COC2=CC=CC(=N2)C2CCN(CC2)C(=O)OC(C)(C)C)C=CC(=C1)C(=O)OCC Tert-butyl 4-(6-((2-ethoxy-4-(ethoxycarbonyl)benzyl)oxy)pyridin-2-yl)piperidin-1-carboxylate